CC1CCC(CC1)[C@@H](C(NC1=CC=C(C=C1)C=1C2=C(C(NC1)=O)NC=C2)=O)NC(OC(C)(C)C)=O tert-butyl ((S)-1-((1r,4S)-4-methylcyclohexyl)-2-oxo-2-((4-(7-oxo-6,7-dihydro-1H-pyrrolo[2,3-c]pyridin-4-yl)phenyl)amino)ethyl)carbamate